4,5-bis(isothiocyanatomethyl)-1,3-dithiacyclopentane N(=C=S)CC1SCSC1CN=C=S